C(C)(C)(C)OC(=O)N1C[C@H](CC1)C(=O)O (3S)-1-tert-butoxycarbonyl-pyrrolidine-3-carboxylic acid